5-chloro-4-[(2r,5r)-2,5-dimethylpiperazin-1-yl]-2-(4-pyridinyl)-1H-pyrimidin-6-one ClC1=C(N=C(NC1=O)C1=CC=NC=C1)N1[C@@H](CN[C@@H](C1)C)C